CN(CCO)C1=CC=2N(C=C1)C=C(N2)C2=CC=C(C=C2)C 2-[methyl-[2-(p-tolyl)imidazo[1,2-a]pyridin-7-yl]amino]ethanol